(1S,3S)-Ethyl 3-((6-(4-((((hexyloxy)carbonyl)amino)methyl)-3-methylisoxazol-5-yl) Pyridin-3-yl)oxy)cyclohexanecarboxylate C(CCCCC)OC(=O)NCC=1C(=NOC1C1=CC=C(C=N1)O[C@@H]1C[C@H](CCC1)C(=O)OCC)C